Cl.CN1C(=NC=C1)CN1C[C@H](CC1)N1C(N(C=2C1=NC=CC2)C2=CC=C(C=C2)C2=CC=NC=C2)=O (S)-3-(1-((1-Methyl-1H-imidazol-2-yl)methyl)pyrrolidin-3-yl)-1-(4-(pyridin-4-yl)phenyl)-1,3-dihydro-2H-imidazo[4,5-b]pyridin-2-one Hydrochloride